C1(CC1)[C@H](C(=O)N)NC1=CC2=C(C=3N(CCO2)C=C(N3)N3C(OC[C@H]3C)=O)C=C1 |o1:3| (r*)-(S)-2-Cyclopropyl-2-((2-((R)-4-methyl-2-oxooxazolidin-3-yl)-5,6-dihydrobenzo[f]imidazo[1,2-d][1,4]oxazepin-9-yl)amino)acetamide